3-Methyl-1-(oxan-2-yl)-4-(pyridin-4-yl)pyrazolo[3,4-b]pyridin-5-ol CC1=NN(C2=NC=C(C(=C21)C2=CC=NC=C2)O)C2OCCCC2